COC1=NC(=NC=C1C1=CC=C(C=C1)N1N=NC=C1C)NC1=CC2=C(OC[C@H]3N2C(CC3)=O)N=C1 (S)-2-((4-methoxy-5-(4-(5-methyl-1H-1,2,3-triazol-1-yl)phenyl)pyrimidin-2-yl)amino)-6,6a,7,8-tetrahydro-9H-pyrido[2,3-b]pyrrolo[1,2-d][1,4]oxazin-9-one